(((1r,4r)-4-hydroxycyclohexyl)amino)-4-(4-methoxybenzyl)-5-oxo-4,5-dihydrothiophene OC1CCC(CC1)NC=1SC(C(C1)CC1=CC=C(C=C1)OC)=O